FC(OC1=C(C(=C(N)C(=C1)C1=CC(=NC=C1)F)C(C)C)F)F 4-(difluoromethoxy)3-fluoro-6-(2-fluoropyridin-4-yl)-2-isopropylaniline